OC=1C=CC=C2C=CC(=NC12)C(=O)[O-] 8-hydroxy-quinolate